2-[3-(3-chlorophenyl)ureido]-4-trifluoromethoxybenzamide ClC=1C=C(C=CC1)NC(NC1=C(C(=O)N)C=CC(=C1)OC(F)(F)F)=O